N1=CC=C(C=C1)C=1N=C(SC1)NC(=O)N [4-(4-pyridinyl)-2-thiazolyl]urea